2-{2-[(3,4-dimethoxyphenyl)methoxy]-6-methylphenyl}-4,4,5,5-tetramethyl-1,3,2-dioxaborolane COC=1C=C(C=CC1OC)COC1=C(C(=CC=C1)C)B1OC(C(O1)(C)C)(C)C